1-ethylpropanolate C(C)C(CC)[O-]